phosphohydroxyleucine P(=O)(O)(O)N([C@@H](CC(C)C)C(=O)O)O